ClC1=C(C=CC2=C1C=C(O2)C(=O)O)N2CCN(CC2)C(=O)C2=CC=CC=1NC(=NC12)C 4-chloro-5-[4-(2-methyl-1H-benzimidazole-4-carbonyl)-piperazin-1-yl]-benzofuran-2-carboxylic acid